O=C1NCC(N1)CCC(=O)O 2-Oxo-4-imidazolidinepropanoic acid